vinyl-dimethyl-monoethyl-silane [4-[3-(4-Hydroxyphenyl)prop-2-enoyl]phenyl]4-methylbenzenesulfonate OC1=CC=C(C=C1)C=CC(=O)C1=CC=C(C=C1)OS(=O)(=O)C1=CC=C(C=C1)C.C(=C)[Si](CC)(C)C